C(N)(=O)C1=NC(=NC=C1F)N1CCC(CC1)C(=O)O 1-(4-carbamoyl-5-fluoro-pyrimidin-2-yl)piperidine-4-carboxylic acid